ClC=1C(=NC2=CC(=C(N=C2C1N[C@H](C(F)(F)F)C1=C(C=CC=C1)F)C=1C=NC(=CC1)P(=O)(C)C)F)C 3-chloro-6-[6-(dimethylphosphoryl)pyridin-3-yl]-7-fluoro-2-methyl-N-[(1S)-2,2,2-trifluoro-1-(2-fluorophenyl)ethyl]-1,5-naphthyridin-4-amine